(dimethyl)amino-10H-cyclohepta[7,6-b]indole-7-carboxamide butyne-1,4-dioate C(C#CC(=O)O)(=O)O.CN(C)C1=C2C3=C(NC2=CC=C1)C=C(C=CC3)C(=O)N